FC=1C=NC(=NC1)C=1C=C(C=CC1C)NC(=O)N1[C@@H]2[C@H](C[C@H]1CC2)C (1S,2S,4R)-N-[3-(5-fluoropyrimidin-2-yl)-4-methylphenyl]-2-methyl-7-azabicyclo[2.2.1]heptane-7-carboxamide